FC(CNC1=NN2C(C=N1)=C(C=C2)C=2C=CC=1N(N2)C=CN1)(C)C N-(2-Fluoro-2-methylpropyl)-5-(imidazo[1,2-b]pyridazin-6-yl)pyrrolo[2,1-f][1,2,4]triazin-2-amine